N1(CCCCC1)C1=CC=C(C=C1)O 4-(hexahydropyridin-1-yl)phenol